Cl.COCC1NCCC1 2-(methoxymethyl)pyrrolidine hydrochloride